NC1=C2C(=NC=N1)N(N=C2C2=CC=C1C(=NNC1=C2)C)CC=2OC1=CC=CC=C1C(C2C2=CC(=CC=C2)F)=O 2-((4-Amino-3-(3-methyl-1H-indazol-6-yl)-1H-pyrazolo[3,4-d]pyrimidin-1-yl)methyl)-3-(3-Fluorophenyl)-4H-chromen-4-one